C(C1=CC=CC=C1)C=1NC(=NN1)C(=O)NC1=NC=CC(=C1)C1=NC(=C(C=C1)C)OCC 5-benzyl-N-(6-ethoxy-5-methyl-[2,4'-bipyridine]-2'-yl)-4H-1,2,4-triazole-3-carboxamide